OCOC(C(=O)N)(CCCCCCC)CC1=CC=CC=C1 hydroxymethoxybenzyl-nonanamide